ClC=1C=NC=C(C1NC(C1=CC(=C(C=C1)OC(F)F)OCCCCCCCC1=CC=C(C=C1)OCC=1SC=C2C1CN(C2=O)C2C(NC(CC2)=O)=O)=O)Cl N-(3,5-dichloropyridin-4-yl)-4-(difluoromethoxy)-3-((7-(4-((5-(2,6-dioxo-piperidin-3-yl)-4-oxo-5,6-dihydro-4H-thieno[3,4-c]pyrrol-1-yl)methoxy)phenyl)heptyl)oxy)-benzamide